7-(benzyloxy)chroman-4-one C(C1=CC=CC=C1)OC1=CC=C2C(CCOC2=C1)=O